C1(CCCCC1)C[C@@H](C(=O)O)NC(=O)C=1NC2=CC=CC(=C2C1)OC (S)-3-cyclohexyl-2-(4-methoxy-1H-indole-2-carboxamido)propanoic acid